BrC=1SC=C(N1)/C=C/C(=O)O (E)-3-(2-bromothiazol-4-yl)acrylic acid